C(C)OC(CC(=O)C=1N(C=C(N1)Cl)NC(=O)OC(C)(C)C)=O 3-(1-((tert-Butoxycarbonyl)amino)-4-chloro-1H-imidazol-2-yl)-3-oxopropanoic acid ethyl ester